FC1=C(C=CC(=C1)F)CC1CC2(CN(C2)C(=O)N2CC3(C2)CC(C3)C=3C=NC=C(C3)F)C1 [6-[(2,4-difluorophenyl)methyl]-2-azaspiro[3.3]heptan-2-yl]-[6-(5-fluoro-3-pyridyl)-2-azaspiro[3.3]heptan-2-yl]methanone